N-(9-fluorenylmethoxycarbonyl)-L-tryptophan C1=CC=CC=2C3=CC=CC=C3C(C12)COC(=O)N[C@@H](CC1=CNC2=CC=CC=C12)C(=O)O